(7R,14R)-1-(difluoromethoxy)-6-(methyl-d3)-11-((1-methyl-1H-1,2,3-triazol-5-yl)ethynyl)-6,7-dihydro-7,14-methanobenzo[f]benzo[4,5]imidazo[1,2-a][1,4]diazocin-5(14H)-one FC(OC1=CC=CC=2C(N([C@H]3C=4N([C@@H](C21)C3)C3=C(N4)C=CC(=C3)C#CC3=CN=NN3C)C([2H])([2H])[2H])=O)F